C(C)(=O)ON=C(C1=CC(=CC=C1)CC(NS(=O)(=O)C1=CC(=CC=C1)C(NCCOC)=O)C=1SC2=C(N1)C=CC(=C2)OC)N [[amino-[3-[2-(6-methoxy-1,3-benzothiazol-2-yl)-2-[[3-(2-methoxyethylcarbamoyl)phenyl]sulfonylamino]ethyl]phenyl]methylene]amino] acetate